FC1=CC=C(C=C1)[C@@H]1N(CCC2=CC=CC=C12)C(=O)[C@@H]1CCN(CCO1)C(=O)OC(C)(C)C tert-butyl (S)-7-((S)-1-(4-fluorophenyl)-1,2,3,4-tetrahydroisoquinoline-2-carbonyl)-1,4-oxazepane-4-carboxylate